[Cl-].C1(CCCCC1)P(C1CCCCC1)C1CCCCC1.C1(CCCCC1)P(C1CCCCC1)C1CCCCC1.[Pd+2].[Cl-] palladium bis(tricyclohexylphosphine) chloride